(5-(3,5-Dimethoxyphenyl)-2,3-dihydro-1H-inden-1-yl)piperidine-4-carboxylic acid COC=1C=C(C=C(C1)OC)C=1C=C2CCC(C2=CC1)N1CCC(CC1)C(=O)O